(S)-4-(7'-(3,5-difluorophenyl)-1'-oxodihydro-1'H,3'H,5'H-spiro[piperidine-4,2'-pyrazolo[1,2-a]pyrazole]-1-carbonyl)-2-fluorobenzonitrile FC=1C=C(C=C(C1)F)[C@@H]1CCN2N1C(C1(C2)CCN(CC1)C(=O)C1=CC(=C(C#N)C=C1)F)=O